4-ethynyl-2-oxabicyclo[2.2.2]octane C(#C)C12COC(CC1)CC2